dimethylolcyclohexanone C(O)C1(CCC(CC1)=O)CO